P(O)(=O)(OP(=O)(O)O)OC[C@@H]1[C@H]([C@H]([C@@H](O1)N1C(=O)N=C(NC(C)=O)C=C1)O)O N4-acetylcytidine diphosphate